Cl.CC1=C(C=CC(=C1)C)SC1=C(C=CC=C1)C1(N)CC=CC=C1 1-(2-((2,4-dimethylphenyl)thio)phenyl)aniline hydrochloride